2-(4-(((tertbutyldiphenylsilyl)oxy)methyl)bicyclo[2.2.1]heptan-1-yl)ethan-1-ol C(C)(C)(C)[Si](OCC12CCC(CC1)(C2)CCO)(C2=CC=CC=C2)C2=CC=CC=C2